COC1C=CC(O1)=O 5-methoxy-2(5H)-furanone